6-chloro-3-((1-ethyl-2-oxo-1,2-dihydropyridin-3-ylamino)methyl)quinolin-2(1H)-one ClC=1C=C2C=C(C(NC2=CC1)=O)CNC=1C(N(C=CC1)CC)=O